4-fluoro-3-nitrobenzotrifluoridemethanol FC=1C(=C(C(=CC1)C(F)(F)F)CO)[N+](=O)[O-]